The molecule is a D-alpha-amino acid zwitterion that is D-lysopine arising from transfer of two protons from the carboxy to the amino groups; the major species at pH 7.3. It is a tautomer of a D-lysopine. C[C@H](C(=O)[O-])[NH2+][C@@H](CCCC[NH3+])C(=O)[O-]